CC1(OC2=C(C=3N(C1)C=NC3)C=C(C=C2)C(=O)N[C@H]2COCCC2)C (R)-6,6-dimethyl-N-(tetrahydro-2H-pyran-3-yl)-5,6-dihydrobenzo[f]imidazo[1,5-d][1,4]oxazepine-10-carboxamide